1,1,1,3,3,3-hexafluoropropan-2-yl 4-(bis(4H-benzo[d][1,3]dioxin-6-yl)methyl)piperazine-1-carboxylate O1COCC2=C1C=CC(=C2)C(N2CCN(CC2)C(=O)OC(C(F)(F)F)C(F)(F)F)C2=CC1=C(OCOC1)C=C2